BrC=1C=NN(C1C(O)C1=CC=C(C=C1)Cl)C (4-bromo-1-methyl-1H-pyrazol-5-yl)(4-chlorophenyl)methanol